CC(=C)C(=C)C 2-methyl-2-(prop-1-en-2-yl)ethylene